3-[(3-fluoro-2-methoxyphenyl)amino]-2-(3-{2-[(2R,5R)-5-methylpyrrolidin-2-yl]ethynyl}pyridin-4-yl)-1H,5H,6H,7H-pyrrolo[3,2-c]pyridin-4-one FC=1C(=C(C=CC1)NC1=C(NC2=C1C(NCC2)=O)C2=C(C=NC=C2)C#C[C@@H]2N[C@@H](CC2)C)OC